Cl.Cl.ClC=1C(=NC2=CC=C(C=C2C1)C1=NOC(=N1)CN)N1CCNCC1 [3-(3-chloro-2-piperazin-1-yl-6-quinolyl)-1,2,4-oxadiazol-5-yl]methanamine dihydrochloride